C(C)(=O)O[C@H](CCCC)C1=C(C(=O)Cl)C=CC=C1 R-2-(1-acetoxy-n-amyl)benzoyl chloride